(Z)-3-((tert-butylamino)methylene)-2-(5-chloro-2-hydroxyphenyl)-6-isopropylchroman-4-one C(C)(C)(C)N\C=C/1\C(OC2=CC=C(C=C2C1=O)C(C)C)C1=C(C=CC(=C1)Cl)O